4-(3-(trans-4-(3-bromopropoxy)cyclohexyl)-4,4-dimethyl-5-oxo-2-thioxoimidazolidin-1-yl)-2-chlorobenzonitrile BrCCCO[C@@H]1CC[C@H](CC1)N1C(N(C(C1(C)C)=O)C1=CC(=C(C#N)C=C1)Cl)=S